C1=CC=CC=CC2=CC=CC=CC=C12 Octalen